4-(4-((tert-butoxycarbonyl)amino)-1-methyl-1H-imidazole-2-carboxamido)-1-methyl-1H-pyrrole-2-carboxylic acid C(C)(C)(C)OC(=O)NC=1N=C(N(C1)C)C(=O)NC=1C=C(N(C1)C)C(=O)O